5-nitro-2-vinylpyridine [N+](=O)([O-])C=1C=CC(=NC1)C=C